1,1,1,3,3,3-hexafluoro-propan-2-yl (S)-1-(phenylcarbamoyl)-6-azaspiro[2.5]octane-6-carboxylate C1(=CC=CC=C1)NC(=O)[C@H]1CC12CCN(CC2)C(=O)OC(C(F)(F)F)C(F)(F)F